C(#N)[C@@]1(COCC2=CC=C(C=C12)C(=O)NCC1=NC=CC(=C1)CCC1=CC=CC=C1)C (4R)-4-cyano-4-methyl-N-[[4-(2-phenylethyl)-2-pyridinyl]methyl]isochroman-6-carboxamide